3-fluoro-4-(3-(4-formylphenyl)-5,6-dihydroimidazo[1,2-a]pyrazin-7(8H)-yl)benzonitrile-1-d FC=1CC(C#N)(C=CC1N1CC=2N(CC1)C(=CN2)C2=CC=C(C=C2)C=O)[2H]